(2-BROMO-5-FORMYL-IMIDAZOL-1-YL)-ACETIC ACID METHYL ESTER COC(CN1C(=NC=C1C=O)Br)=O